O1CC(CC1)C=1N=NC2=CC=CC=C2C1 (tetrahydrofuran-3-yl)cinnoline